NC1=NN2C(C=C(C=C2)C=2C=NN(C2)CC(=O)NC2=CC(=CC=C2)S(=O)(=O)C)=N1 2-[4-(2-Amino-[1,2,4]triazolo[1,5-a]pyridin-7-yl)pyrazol-1-yl]-N-(3-methylsulfonylphenyl)acetamide